9-(thiophen-2-yl)-9H-carbazole S1C(=CC=C1)N1C2=CC=CC=C2C=2C=CC=CC12